(R)-4-(4-Ethoxy-1-((5-methoxy-7-methyl-1H-indol-4-yl)methyl)piperidin-2-yl)-2-(methylamino)benzoic acid C(C)OC1C[C@@H](N(CC1)CC1=C2C=CNC2=C(C=C1OC)C)C1=CC(=C(C(=O)O)C=C1)NC